O1CCN(CC1)C1CN(CC1)C=O (3-morpholino-pyrrolidin-1-yl)methanone